ClC1=C(C=CC(=N1)NN1C(C(=C(C1=O)C)COCCOC)=O)C(F)(F)F 1-{[6-Chloro-5-(trifluoromethyl)(2-pyridyl)]amino}-3-[(2-methoxyethoxy)methyl]-4-methylazoline-2,5-dione